N1=C(SC2=C1C1=C(C=C2)OCC1)N1C(NC2C1CN(CC2)C(C)C)=O 3-(7,8-dihydrofuro[3,2-e][1,3]benzothiazol-2-yl)-5-(propan-2-yl)octahydro-2H-imidazo[4,5-c]pyridin-2-one